OC1=C(C=C(C(=C1)N)O)N 2,5-dihydroxy-p-phenylenediamine